dodecanol propionate C(CC)(=O)OCCCCCCCCCCCC